O=C(CC1CC(NC1)C(=O)O)NC1=CC=C(C=C1)CC=1C=NC=CC1 4-(2-oxo-2-((4-(pyridin-3-ylmethyl)phenyl)amino)ethyl)pyrrolidine-2-carboxylic acid